FC1(CCC(CC1)C1=NC=CC(=C1NC(=O)C=1C=NC(=NC1)C(C)C)C1=NC(=CC=C1)C1CCC(CC1)(F)F)F N-(2',6-bis(4,4-difluorocyclohexyl)-[2,4'-bipyridin]-3'-yl)-2-isopropylpyrimidine-5-carboxamide